CNC(OCC1CCN(CC1)CC1=CC(=NC(=C1)OC=1C=NC(=NC1)N1CCN(CC1)CCO)C1=CC(=CC(=C1)Cl)Cl)=O (1-((2-(3,5-dichlorophenyl)-6-((2-(4-(2-hydroxyethyl)piperazin-1-yl)pyrimidin-5-yl)oxy)pyridin-4-yl)methyl)piperidin-4-yl)methyl methylcarbamate